benzo[c][1,2,5]thiadiazol-4-ylsulfonyl-N-(benzo[d]thiazol-5-yl)-2-methylpiperidine-4-carboxamide N=1SN=C2C1C=CC=C2S(=O)(=O)N2C(CC(CC2)C(=O)NC=2C=CC1=C(N=CS1)C2)C